C[C@@H]1[C@H](C[C@H]1SC)O |r| rac-(1S,2R,3R)-2-methyl-3-(methylthio)cyclobutan-1-ol